BrC1=CC=C(C=C1)C1(CC1)CCC(=O)Cl 3-(1-(4-bromophenyl)cyclopropyl)propanoyl chloride